1,3,5-Tris(chloromethyl)benzene ClCC1=CC(=CC(=C1)CCl)CCl